C(CC)N1C(CCCC1(C)C)(C)C propyl-2,2,6,6-tetramethyl-piperidine